C(CCC)N(C1CC(N(C(C1)(C)C)C)(C)C)C1=NC(=NC(=N1)N(CCCC)C1CC(N(C(C1)(C)C)C)(C)C)NCCCN(CCN(CCCNC1=NC(=NC(=N1)N(CCCC)C1CC(N(C(C1)(C)C)C)(C)C)N(CCCC)C1CC(N(C(C1)(C)C)C)(C)C)C1=NC(=NC(=N1)N(CCCC)C1CC(N(C(C1)(C)C)C)(C)C)N(CCCC)C1CC(N(C(C1)(C)C)C)(C)C)C1=NC(=NC(=N1)N(CCCC)C1CC(N(C(C1)(C)C)C)(C)C)N(CCCC)C1CC(N(C(C1)(C)C)C)(C)C 1,5,8,12-tetrakis[2,4-bis(N-butyl-N-(1,2,2,6,6-pentamethyl-4-piperidyl)amino)-s-triazine-6-yl]-1,5,8,12-tetra-azadodecane